C(C)(C)(C)OC(=O)[C@@H]1OC([C@H]1C)=O (2R,3S)-3-methyl-4-oxo-oxetane-2-carboxylic acid tert-butyl ester